OCCOC1=C(C=C(C=C1C)C1=NC2=CC(=C(C(=C2C(N1)=O)OC)CN1CCOCC1)OC)C 2-[4-(2-hydroxy-ethoxy)-3,5-dimethylphenyl]-5,7-dimethoxy-6-morpholin-4-ylmethyl-3H-quinazolin-4-one